CN1N=NC2=C1C=C(C=C2)C2=CNC=1N=CN=CC12 1-methyl-6-(7H-pyrrolo[2,3-d]pyrimidin-5-yl)-1H-benzo[d][1,2,3]triazole